N,N'-di-t-butylacetamidine C(C)(C)(C)NC(C)=NC(C)(C)C